CC1(CCC=2C1=NC(=CC2CN2C[C@H](CCC2)C)C(=O)OC)C methyl (S)-7,7-dimethyl-4-((3-methylpiperidin-1-yl) methyl)-6,7-dihydro-5H-cyclopenta[b]pyridine-2-carboxylate